3,5-di-t-butyl-4-methoxybenzenethiol C(C)(C)(C)C=1C=C(C=C(C1OC)C(C)(C)C)S